(2R)-2-(dimethylamino)-N-[2,4,7-trifluoro-2-[[2-[2-oxo-3-(3-oxo-4H-pyrazino[2,3-b][1,4]oxazin-6-yl)oxazolidin-5-yl]ethylamino]methyl]indan-5-yl]propanamide CN([C@@H](C(=O)NC=1C(=C2CC(CC2=C(C1)F)(CNCCC1CN(C(O1)=O)C1=NC2=C(OCC(N2)=O)N=C1)F)F)C)C